fluorine lithium salt [Li].[F]